(s)-4-(benzyloxy)-2-(4-((tert-butyldimethylsilyl)oxy)-2-methylbutan-2-yl)-3,5-dimethylphenyl 4-methylpentanoate CC(CCC(=O)OC1=C(C(=C(C(=C1)C)OCC1=CC=CC=C1)C)C(C)(CCO[Si](C)(C)C(C)(C)C)C)C